OC(CC(=O)[O-])(C)C 3-hydroxyisovalerate